2-amino-5-bromo-6-cyclopropyl-pyridine-3-carbonitrile NC1=NC(=C(C=C1C#N)Br)C1CC1